5-((7-oxo-5,6,7,8-tetrahydro-1,8-naphthyridin-4-yl)oxy)-1a,6b-dihydro-1H-cyclopropa(b)benzofuran-1-carboxylic acid O=C1CCC=2C(=CC=NC2N1)OC=1C=CC2=C(C3C(O2)C3C(=O)O)C1